OC=1C=CC=C2C=CC(=NC12)CNCCC(C(=O)N)(C)C ((((8-hydroxyquinolin-2-yl)methyl)amino)ethyl)-2-methylpropanamide